CC1=C[C@@H]2[C@H](C(OC=3C=C(C=C(C23)O)CCCC#C)=C)CC1 (6Ar,10aR)-9-methyl-6-methylidene-3-pent-4-ynyl-6a,7,8,10a-tetrahydrobenzo[c]chromen-1-ol